CC1=NC(=CC(=C1)C1=C(C(=C(C(=C1N1C2=CC=CC=C2C=2C=C(C=CC12)C)C1=NC2=C(N1C1=CC=CC=C1)C=CC=C2)N2C1=CC=CC=C1C=1C=C(C=CC21)C)N2C1=CC=CC=C1C=1C=C(C=CC21)C)N2C1=CC=CC=C1C=1C=C(C=CC21)C)C 9,9',9'',9'''-(4-(2,6-dimethylpyridin-4-yl)-6-(1-phenyl-1H-benzo[d]imidazol-2-yl)benzene-1,2,3,5-tetrayl)tetrakis(3-methyl-9H-carbazole)